4-(3-((R)-4-acryloylmorpholin-3-yl)-5-chlorophenyl)tetrahydropyrimidin-2(1H)-one C(C=C)(=O)N1[C@@H](COCC1)C=1C=C(C=C(C1)Cl)C1NC(NCC1)=O